[(3S)-pyrrolidin-3-yl] 6-[[4-[[2-(6-methyl-2-pyridyl)pyrimidin-4-yl]amino]pyrimidin-2-yl]amino]pyridine-3-carboxylate CC1=CC=CC(=N1)C1=NC=CC(=N1)NC1=NC(=NC=C1)NC1=CC=C(C=N1)C(=O)O[C@@H]1CNCC1